3-chloro-4-oxo-5,6,7,8-tetrahydropyrazolo[1,5-a][1,4]diazepine ClC=1C=NN2C1C(NCCC2)=O